NC1=NC=CC(=N1)C1=C(N=C(S1)C1CCC2(CCN(CC2)C(CCCCCC=2C=C3C(N(CC3=CC2)[C@H]2C(NC(CC2)=O)=O)=O)=O)CC1)C=1C(=C(C=CC1)NS(=O)(=O)CCC)F (R)-N-(3-(5-(2-aminopyrimidin-4-yl)-2-(3-(6-(2-(2,6-dioxopiperidin-3-yl)-3-oxoisoindolin-5-yl)hexanoyl)-3-azaspiro[5.5]undecan-9-yl)thiazol-4-yl)-2-fluorophenyl)propane-1-sulfonamide